1-(methylsulfonyl)-2-(phenylethynyl)benzene CS(=O)(=O)C1=C(C=CC=C1)C#CC1=CC=CC=C1